C(#C)[C@@]1(C(N(CC1)C)=O)O (S)-3-ethynyl-3-hydroxy-1-methyl-pyrrolidin-2-one